The molecule is a (5Z,8Z,14Z)-11,12-dihydroxyicosatrienoic acid in which the two stereocentres at positions 11 and 12 both have S-configuration. It derives from an arachidonic acid. It is a conjugate acid of a (5Z,8Z,11S,12S,14Z)-11,12-dihydroxyicosatrienoate. It is an enantiomer of a (5Z,8Z,11R,12R,14Z)-11,12-dihydroxyicosatrienoic acid. CCCCC/C=C\\C[C@@H]([C@H](C/C=C\\C/C=C\\CCCC(=O)O)O)O